3-bromo-5-hydroxybenzaldehyde BrC=1C=C(C=O)C=C(C1)O